4-vinyl-catechol diacetate C(C)(=O)OC=1C(OC(C)=O)=CC(=CC1)C=C